C1(CCCCCC1)=O cycloheptaneOne